Sodium 4-(2,6-Diisopropylphenoxy)-4-Oxobutyl Phosphate P(=O)(OCCCC(=O)OC1=C(C=CC=C1C(C)C)C(C)C)([O-])[O-].[Na+].[Na+]